Methylnonanal CC(C=O)CCCCCCC